C(CCC)[C@@H]1NS(C2=C(N(C1)C1=CC=C(C=C1)F)C=C(C(=C2)OCC2(CC2)C(=O)O)SCC)(=O)=O (S)-1-(((3-butyl-7-(ethylthio)-5-(4-fluorophenyl)-1,1-dioxido-2,3,4,5-tetrahydro-1,2,5-benzothiadiazepin-8-yl)oxy)methyl)cyclopropane-1-carboxylic acid